ClC1=CC(=C(C=C1)NC(=O)C=1C(=NC=CC1)OC1=CC=CC=C1)\C=C\C(NO)=O N-{4-chloro-2-[(1E)-2-(hydroxycarbamoyl)eth-1-en-1-yl]phenyl}-2-phenoxypyridine-3-carboxamide